((1s,4s)-4-((tert-Butoxycarbonyl)(methyl)amino)cyclohexyl)methanesulfonic acid methyl ester COS(=O)(=O)CC1CCC(CC1)N(C)C(=O)OC(C)(C)C